FC(C1(CC1)NC1CN(CC1)C=1N=NC(=CC1)C1=C(C=C(C=C1)C=1C=NN(C1)C1OCCCC1)OCOC)F N-[1-(difluoromethyl)cyclopropyl]-1-{6-[2-(methoxymethoxy)-4-[1-(oxan-2-yl)pyrazol-4-yl]phenyl]pyridazin-3-yl}pyrrolidin-3-amine